di(di-ethylhexyl) adipate C(CCCCC(=O)OC(CCCCC)(CC)CC)(=O)OC(CCCCC)(CC)CC